(3,5-dichloro-4-fluorophenyl)-2,2-difluoro-N-hydroxyacetamidine ClC=1C=C(C=C(C1F)Cl)C(C(=N)NO)(F)F